FC1=CC=C(C(=O)N[C@H](C)C2=NC=3CCCN(C3C=C2)C(=O)C2CCOCC2)C=C1 4-Fluoro-N-{(1R)-1-[5-(oxan-4-carbonyl)-5,6,7,8-tetrahydro-1,5-naphthyridin-2-yl]ethyl}benzamid